N1=CC=C(C=C1)N1C(C2=C(CCC1)C=CN2)=O 7-(pyridin-4-yl)-1H,4H,5H,6H,7H,8H-pyrrolo[2,3-c]azepin-8-one